1-(benzofuran-2-yl(1-(tert-butyl)-1H-tetrazol-5-yl)methyl)-4-(2-methoxyphenyl)piperazine O1C(=CC2=C1C=CC=C2)C(N2CCN(CC2)C2=C(C=CC=C2)OC)C2=NN=NN2C(C)(C)C